BrC1=CC=C(C=C1)N1C(CCC1)=O 1-(4-Bromophenyl)pyrrolidin-2-one